(5Z)-5-[(1-methylindazol-5-yl)methylene]-2-thioxo-imidazolidin-4-one CN1N=CC2=CC(=CC=C12)\C=C/1\C(NC(N1)=S)=O